cyclopropylmethyl-2H-tetrazole C1(CC1)CN1N=CN=N1